CC1(CCS(CC1)(=O)=O)NC(=O)C=1OC2=C(N1)C=CC(=C2)OC2=NC=CC=C2OCC(F)(F)F N-(4-methyl-1,1-dioxo-thian-4-yl)-6-[[3-(2,2,2-trifluoroethoxy)-2-pyridyl]oxy]-1,3-benzoxazole-2-carboxamide